C1(CC(C1)C(=O)Cl)C(=O)Cl cyclobutane-1,3-dicarboxylic acid chloride